3-(5-(((1R,2S)-2-hydroxycyclohexyl)amino)-1-oxoisoindolin-2-yl)piperidine-2,6-dione O[C@@H]1[C@@H](CCCC1)NC=1C=C2CN(C(C2=CC1)=O)C1C(NC(CC1)=O)=O